(2S,3R,4R,5S)-3,4,5-tris(benzyloxy)-2-(fluoromethyl)-1-(2-fluorophenethyl)piperidine C(C1=CC=CC=C1)O[C@@H]1[C@H](N(C[C@@H]([C@H]1OCC1=CC=CC=C1)OCC1=CC=CC=C1)CCC1=C(C=CC=C1)F)CF